(1S,3S,4S)-N-[(1S)-1-cyano-2-[(3R)-2-oxo-3-piperidyl]ethyl]-5,5-difluoro-2-(4,6,7-trifluoro-1H-indole-2-carbonyl)-2-azabicyclo[2.2.2]octane-3-carboxamide C(#N)[C@H](C[C@@H]1C(NCCC1)=O)NC(=O)[C@H]1N([C@@H]2CC([C@H]1CC2)(F)F)C(=O)C=2NC1=C(C(=CC(=C1C2)F)F)F